OC1=C(C(=O)NC2=NC=C(C=C2C(=O)O)C(=O)O)C=C(C=C1S(=O)(=O)O)O 2-(2,5-dihydroxy-3-sulfobenzamido)pyridine-3,5-dicarboxylic acid